Yttrium(III) oxid [O-2].[Y+3].[O-2].[O-2].[Y+3]